C[C@H]1NC(OC1)=O (R)-4-methyl-oxazolidin-2-one